Methyl 3-(3-(4-(3-(4-chlorophenyl)thioureido)phenoxy) azetidin-1-yl)-2-(1H-pyrrol-1-yl)benzoate ClC1=CC=C(C=C1)NC(NC1=CC=C(OC2CN(C2)C=2C(=C(C(=O)OC)C=CC2)N2C=CC=C2)C=C1)=S